CN1C(=NC2=C1C=CC=C2)CN2CCN(CC2)C2=C(C=CC(=C2)C(F)(F)F)S(=O)(=O)N 2-(4-((1-methyl-1H-benzo[d]imidazol-2-yl)methyl)piperazin-1-yl)-4-(trifluoromethyl)benzenesulfonamide